COC(C1=CC(=C(C=C1)C=CC1=CC=C(C=C1)Br)O)=O methyl-4-(4-bromostyryl)-3-hydroxybenzoate